(2S)-2-(benzyloxycarbonylamino)-2-(1-phenyl-4-piperidinyl)acetic acid methyl ester COC([C@H](C1CCN(CC1)C1=CC=CC=C1)NC(=O)OCC1=CC=CC=C1)=O